N-(4-hydroxyphenyl)-N-(3-methoxy-2-methylbenzyl)-1,2-dimethyl-5-(2-{[(3S)-3-(morpholin-4-ylmethyl)-3,4-dihydroisoquinolin-2(1H)-yl]carbonyl}-5-nitrophenyl)-1H-pyrrole-3-carboxamide OC1=CC=C(C=C1)N(C(=O)C1=C(N(C(=C1)C1=C(C=CC(=C1)[N+](=O)[O-])C(=O)N1CC2=CC=CC=C2C[C@H]1CN1CCOCC1)C)C)CC1=C(C(=CC=C1)OC)C